3-bromo-4-((3-fluoro-[1,1'-biphenyl]-4-yl)methyl)-2,5-Dimethylthiophene BrC1=C(SC(=C1CC1=C(C=C(C=C1)C1=CC=CC=C1)F)C)C